FC(C(=O)O)(F)F.N1=NC=C2C=NC3=CC=C(CC3=C21)C(=O)N pyrazolo[4,3-c]quinoline-8-carboxamide 2,2,2-trifluoroacetate